5-((5-chloro-2-((3s,5r)-3,4,5-trimethylpiperazin-1-yl)pyrimidin-4-yl)amino)-3-(3-hydroxy-3-methylbutyl)-1-methyl-1,3-dihydro-2H-benzo[d]imidazol-2-one ClC=1C(=NC(=NC1)N1C[C@@H](N([C@@H](C1)C)C)C)NC1=CC2=C(N(C(N2CCC(C)(C)O)=O)C)C=C1